CN1C2=C(C=3C=CC(=CC13)C=1C=CC(=NC1)OC1CC(C1)OC=1C=CC(=NC1)C#CCO)C=NC=C2 3-(5-((1r,3r)-3-((5-(5-methyl-5H-pyrido[4,3-b]indol-7-yl)pyridin-2-yl)oxy)cyclobutoxy)pyridin-2-yl)prop-2-yn-1-ol